4-(4-chlorophenyl)cyclohexanol ClC1=CC=C(C=C1)C1CCC(CC1)O